3-(6-chloropyridin-3-yl)-4-(5-(3,5-dimethylisoxazol-4-yl)-1-((trans)-4-(methoxy-d3)cyclohexyl)-1H-benzo[d]imidazol-2-yl)-1,3-oxazinan-2-one ClC1=CC=C(C=N1)N1C(OCCC1C1=NC2=C(N1[C@@H]1CC[C@H](CC1)OC([2H])([2H])[2H])C=CC(=C2)C=2C(=NOC2C)C)=O